2-Amino-N-{1-[5-(3-fluorophenyl)-3,8-dimethylimidazo[1,5-a]pyridin-6-yl]ethyl}pyrazolo[1,5-a]pyrimidine-3-carboxamide NC1=NN2C(N=CC=C2)=C1C(=O)NC(C)C=1C=C(C=2N(C1C1=CC(=CC=C1)F)C(=NC2)C)C